4H-pyrrolo[3,4-d]Thiazol-6-one S1C=NC2=C1C(NC2)=O